C(C)(C)(C)N1CCN(CC1)C1=CC(=CC=C1)S(=O)(=O)C1=CN(C2=CC=C(C=C12)F)C tert-butyl-4-(3-((5-fluoro-1-methyl-1H-indol-3-yl)sulfonyl)phenyl)piperazine